tetramethylethylene glycol (3-ethylphenoxyethyl-3-oxetanylmethyl) ether C(C)C=1C=C(OCCC(C2COC2)OC(C(C)(C)O)(C)C)C=CC1